[C@H]12CN(C[C@H](CC1)N2)C2=NC(=NC1=C(C(=C(C=C21)F)C2=CC(=CC1=CC=C(C(=C21)CC)F)O)F)OC[C@H]2N(C[C@@H](C2)F)C 4-(4-((1R,5S)-3,8-diazabicyclo[3.2.1]octan-3-yl)-6,8-difluoro-2-(((2S,4R)-4-fluoro-1-methylpyrrolidin-2-yl)methoxy)quinazolin-7-yl)-5-ethyl-6-fluoronaphthalen-2-ol